(S)-10-((Dimethylamino)methyl)-4-ethyl-4-hydroxy-3,14-dioxo-3,4,12,14-tetrahydro-1H-pyrano[3',4':6,7]indolizino[1,2-b]quinolin-9-ylpiperazine-1-carboxylate TFA salt OC(=O)C(F)(F)F.CN(C)CC=1C=2C=C3C(=NC2C=CC1OC(=O)N1CCNCC1)C1=CC2=C(C(N1C3)=O)COC([C@]2(O)CC)=O